N-(2,6-dimethyl-4-(4,6,7,8-tetrahydro-5H-thieno[3,2-c]azepin-5-yl)phenyl)-3,3-dimethylbutanamide CC1=C(C(=CC(=C1)N1CC2=C(CCC1)SC=C2)C)NC(CC(C)(C)C)=O